(4-amino-2-methylphenyl)(4-methylpiperazin-1-yl)methanone NC1=CC(=C(C=C1)C(=O)N1CCN(CC1)C)C